1,2-bis(3,5-dibromophenyl)acetylene ethyl-6-chloro-7-[(2R)-2-[[(3-chloropyridin-2-yl)oxy]methyl]pyrrolidin-1-yl]-1-[5H,7H-furo[3,4-b]pyrazin-2-yl]-4-oxoquinoline-3-carboxylate C(C)OC(=O)C1=CN(C2=CC(=C(C=C2C1=O)Cl)N1[C@H](CCC1)COC1=NC=CC=C1Cl)C1=CN=C2C(=N1)COC2.BrC=2C=C(C=C(C2)Br)C#CC2=CC(=CC(=C2)Br)Br